(R)-3-cyclopentyl-3-(4-(7-isobutyryl-7H-pyrrolo[2,3-d]pyrimidin-4-yl)-1H-pyrazol-1-yl)propanenitrile C1(CCCC1)[C@@H](CC#N)N1N=CC(=C1)C=1C2=C(N=CN1)N(C=C2)C(C(C)C)=O